(3R,4R)-3-benzyloxy-3-isopropenyl-tetrahydropyran-4-ol C(C1=CC=CC=C1)O[C@@]1(COCC[C@H]1O)C(=C)C